CC1=CC(=NC=N1)C Dimethyl-Pyrimidine